4-bromo-7-methoxy-6-((tetrahydrofuran-3-yl)oxy)phthalazin-1(2H)-one BrC1=NNC(C2=CC(=C(C=C12)OC1COCC1)OC)=O